2H,7H-pyrano[5,6-c]carbazol-2-one O1C(C=CC=2C=CC=3NC=4C=CC=CC4C3C21)=O